N[C@H]1CN(CCC1)C(=O)C1=NN(C(=C1)C1=CC(=C(C#N)C=C1)F)C=1C=C2CCCC2=CC1 (R)-4-(3-(3-aminopiperidine-1-carbonyl)-1-(2,3-dihydro-1H-inden-5-yl)-1H-pyrazole-5-yl)-2-fluorobenzonitrile